fluoromethanone acetate C(C)(=O)O.FC=O